(5-(4-isopropylphenyl)-1-methyl-1H-1,2,4-triazol-3-yl)(spiro[isochroman-1,4'-piperidin]-1'-yl)methanone methyl-5-(2-methyl-1-oxo-2,8-diazaspiro[4.5]decan-8-yl)picolinate COC(C1=NC=C(C=C1)N1CCC2(CCN(C2=O)C)CC1)=O.C(C)(C)C1=CC=C(C=C1)C1=NC(=NN1C)C(=O)N1CCC2(CC1)OCCC1=CC=CC=C12